(R)-N-(2-(4-cyanothiazolidin-3-yl)-2-oxoethyl)-6-(5,8-dioxa-2-azaspiro[3.4]octane-2-yl)quinoline-4-carboxamide C(#N)[C@H]1N(CSC1)C(CNC(=O)C1=CC=NC2=CC=C(C=C12)N1CC2(C1)OCCO2)=O